N1=C(C=CC=C1)C(=S)O thiopicolinic acid